1-(2-(3-(pyrimidin-5-yloxy)benzyl)-2,8-diazaspiro[4.5]decane-8-carbonyl)-1H-pyrazole-3-carboxylic acid N1=CN=CC(=C1)OC=1C=C(CN2CC3(CC2)CCN(CC3)C(=O)N3N=C(C=C3)C(=O)O)C=CC1